The molecule is an optically active form of 3-isopropenyl-6-oxoheptanoate having (3R)-configuration. It is a conjugate base of a (3R)-3-isopropenyl-6-oxoheptanoic acid. It is an enantiomer of a (3S)-3-isopropenyl-6-oxoheptanoate. CC(=C)[C@H](CCC(=O)C)CC(=O)[O-]